2-(4-(3-(pyrrolidin-1-yl)propoxy)phenyl)quinolin-4(1H)-one N1(CCCC1)CCCOC1=CC=C(C=C1)C=1NC2=CC=CC=C2C(C1)=O